OCC#CC1=CC(=NC(=C1)C([2H])([2H])[2H])C(=O)O 4-(3-hydroxyprop-1-yn-1-yl)-6-(methyl-d3)picolinic acid